F[B-](F)(F)F.C(C1=CC=CC=C1)[N+]1=CC2=CC=CC=C2CC1 3,4-dihydro-2-benzylisoquinolin-2-ium tetrafluoroborate